(2S,4S)-1-benzyloxycarbonyl-4-[[5-[6-fluoro-3-[2-methoxy-3-(methylamino)propyl]-2-methyl-benzimidazol-4-yl]thiazol-2-yl]amino]pyrrolidine-2-carboxylic acid C(C1=CC=CC=C1)OC(=O)N1[C@@H](C[C@@H](C1)NC=1SC(=CN1)C1=CC(=CC=2N=C(N(C21)CC(CNC)OC)C)F)C(=O)O